sodium-manganese-titanium salt [Ti].[Mn].[Na]